N1[C@H](CCC1)[C@H]1OCCC2=CC(=CC=C12)C#N (S)-1-((R)-pyrrolidin-2-yl)isochroman-6-carbonitrile